C1(=CC=CC=C1)S/C=C/C(=O)C1=CC=C(C=C1)C(F)(F)F (E)-3-(phenylsulfanyl)-1-(4-(trifluoromethyl)phenyl)prop-2-en-1-one